CC12C(=O)OC(C1(C1CCC2O1)C)=O 1,2-dimethyl-3,6-epoxyperhydrophthalic anhydride